COC(C1=CC(=C(C=C1)CBr)[N+](=O)[O-])=O.COCOC1=CC(=CC(=C1)OCOC)OCOC 1,3,5-tris(methoxymethoxy)benzene methyl-4-(bromomethyl)-3-nitrobenzoate